C(C)OC1=NC(=NC=C1C(NC=1C=C(C=2N(C1)C=C(N2)C)F)=O)C=2CN(CC2)C(=O)OC(C)(C)C tert-butyl 3-[4-ethoxy-5-(8-fluoro-2-methylimidazo[1,2-a]pyridin-6-ylcarbamoyl)-pyrimidin-2-yl]-2,5-dihydro-1H-pyrrole-1-carboxylate